5-bromo-8-methyl-8,9-dihydropyrazino[1',2':1,5]pyrrolo[2,3-d]pyrimidin-4-amine BrC1=C2N(C=3N=CN=C(C31)N)CC(N=C2)C